6,7-dichloro-2-isopropylquinoxaline ClC=1C=C2N=CC(=NC2=CC1Cl)C(C)C